CCCCOC=C n-butyl vinyl ether